NCCCC[C@@H](C(=O)O)NC(CO\N=C(/C(=O)N[C@@H]1B(OC2=C(C1)C=CC=C2)O)\C=2N=C(SC2)N)=O (R)-3-((Z)-2-((2-(((S)-5-amino-1-carboxypentyl)amino)-2-oxoethoxy)imino)-2-(2-aminothiazol-4-yl)acetamido)-2-hydroxy-3,4-dihydro-2H-benzo[e][1,2]oxaborinine